ClC(=C(CCl)Cl)Cl 1,1,2,3-tetrachloropropen